C(CC=C)S(=O)(=O)N1CCN(CC1)C1CCN(CC1)C1=CC(=C(C=C1)NC1=NC=C(C(=N1)NC1=C(C=CC=C1)P(C)(C)=O)Cl)OC (2-((2-((4-(4-(4-(but-3-en-1-ylsulfonyl)piperazine-1-yl)piperidin-1-yl)-2-methoxyphenyl)amino)-5-chloropyrimidin-4-yl)amino)phenyl)dimethylphosphine oxide